carbonyl-chromium C(=O)=[Cr]